ClC1=NC(=C(C(=N1)N[C@@H]1CCC=2NC3=CC=CC=C3C2C1)OC)Cl (3R)-N-(2,6-dichloro-5-methoxy-pyrimidin-4-yl)-2,3,4,9-tetrahydro-1H-carbazol-3-amine